Methyl-2-(3-chloro-6-methylpyridazine-4-carbonyl)-1-(2,4-dimethylbenzyl)hydrazine-1-carboxylate COC(=O)N(NC(=O)C1=C(N=NC(=C1)C)Cl)CC1=C(C=C(C=C1)C)C